4-amino-5-fluoro-2(1H)-pyrimidinone NC1=NC(NC=C1F)=O